[N+](=O)([O-])C=1C=C(C=C(C1)C1=CC(=CC(=C1)C(=O)O)C(=O)O)C(=O)O 5'-nitro-3,3',5-biphenyltricarboxylic acid